C1CCC2=C(C=3CCCC3C=C12)NC(=O)N=[S@](=O)(N)C1CC1 (R)-N'-((1,2,3,5,6,7-hexahydro-s-indacen-4-yl)carbamoyl)cyclopropane-sulfonimidamide